1'-[2-(3,5-difluoro-4-methanesulfonylphenoxy)ethyl]-2-oxo-1,2-dihydrospiro[indole-3,4'-piperidine]-5-carbonitrile FC=1C=C(OCCN2CCC3(CC2)C(NC2=CC=C(C=C23)C#N)=O)C=C(C1S(=O)(=O)C)F